((9,10-dioxo-9,10-dihydroanthracene-1,4-diyl)bis(azanediyl))bis(propane) O=C1C2=CC=CC=C2C(C=2C(=CC=C(C12)NCCC)NCCC)=O